(+)-Butyl lactate CCCCOC(=O)[C@H](C)O